NC=1C(=C(CN2C(OC3=C(C2)C=CC(=C3)OC3=NC=CC=N3)=O)C=CC1)F 3-(3-amino-2-fluorobenzyl)-7-(pyrimidin-2-yloxy)-3,4-dihydro-2H-benzo[e][1,3]oxazin-2-one